(4-bromo-5-chloro-2-(thiazol-4-yl)-2,3-dihydrobenzofuran-2-yl)methanol BrC1=C(C=CC2=C1CC(O2)(C=2N=CSC2)CO)Cl